C(C)O[Si](CCCN(CC=C)CCC[Si](OCC)(OCC)OCC)(OCC)OCC N,N-Bis[3-(triethoxysilyl)propyl]-2-propen-1-amin